trans-[3-(4-bromophenoxy)cyclobutoxy]-(1,1-dimethylethyl)-dimethyl-silane BrC1=CC=C(O[C@@H]2C[C@H](C2)O[Si](C)(C)C(C)(C)C)C=C1